5-[5-[3-(2-chloroethoxy)propoxy]-1-tetrahydropyran-2-yl-indazol-3-yl]pyridin-3-ol ClCCOCCCOC=1C=C2C(=NN(C2=CC1)C1OCCCC1)C=1C=C(C=NC1)O